N-Benzylsulfonyl-4-[4-(4-bromo-3-fluorobenzoyl)piperazine-1-yl]benzamide C(C1=CC=CC=C1)S(=O)(=O)NC(C1=CC=C(C=C1)N1CCN(CC1)C(C1=CC(=C(C=C1)Br)F)=O)=O